COC=1C=C(C=CC1OC)C=1SC=C(N1)CN1CCN(CC1)C1=NC(=NC(=C1)C)N1CCCC1 4-(4-{[2-(3,4-dimethoxyphenyl)-1,3-thiazol-4-yl]methyl}piperazin-1-yl)-6-methyl-2-(pyrrolidin-1-yl)pyrimidine